FC(C1C(NCCC1)C(=O)[O-])(F)F 3-(trifluoromethyl)piperidine-2-carboxylate